N-(2-methyl-2H-tetrazol-5-yl)-2-(4-(methylamino)piperidin-1-yl)acetamide CN1N=C(N=N1)NC(CN1CCC(CC1)NC)=O